Cl.ClC=1C=C(CNC2=NN=C(C3=CC=C(C=C23)C#N)N2CCC(CC2)O)C=CC1OC 4-(3-chloro-4-methoxybenzyl)amino-1-(4-hydroxypiperidinyl)-6-phthalazinecarbonitrile monohydrochloride